isoquinoline-6,4-d C1=NC=C(C2=CC(=CC=C12)[2H])[2H]